Cl.O=C1NC(CCC1NC(=O)C1=CC(=CC=2NC(=NC21)C)OCC(=O)O)=O 2-({4-[(2,6-dioxopiperidin-3-yl)carbamoyl]-2-methyl-1H-1,3-benzodiazol-6-yl}oxy)acetic acid hydrochloride